C(C)(C)(C)OC(=O)N1[C@@H](CN[C@H](C1)CO)C tert-butyl-(2R,5R)-5-(hydroxymethyl)-2-methylpiperazine-1-carboxylate